C(#N)C1=CC(=NC=C1)N1C=C(C2=C1N=CN=C2N2[C@H](CN(CC2)C(=O)OC(C(F)(F)F)(C)C)C)C2CCC2 1,1,1-Trifluoro-2-methylpropan-2-yl (S)-4-(7-(4-cyanopyridin-2-yl)-5-cyclobutyl-7H-pyrrolo[2,3-d]pyrimidin-4-yl)-3-methylpiperazine-1-carboxylate